N(=[N+]=[N-])CCOCCOCCOC(=O)N[C@@H](C)C(=O)ON1C(CCC1=O)=O 2,5-Dioxopyrrolidin-1-yl ((2-(2-(2-azidoethoxy)ethoxy)ethoxy)carbonyl)-L-alaninate